C([C@@H]1[C@H]([C@@H]([C@H]([C@H](O1)O[C@H]([C@@H](CO)O)[C@@H]([C@H](C=O)O)O)O)O)O)O.O D-(+)-MALTOSE MONOHYDRATE